9-(4-(5-(azetidine-1-carbonyl)-3-(trifluoromethyl)-1H-pyrazol-1-yl)benzyl)-2-(3-fluoro-2-isopropylphenyl)-7,9-dihydro-8H-purin-8-one N1(CCC1)C(=O)C1=CC(=NN1C1=CC=C(CN2C3=NC(=NC=C3NC2=O)C2=C(C(=CC=C2)F)C(C)C)C=C1)C(F)(F)F